8-(2-(methoxycarbonyl)-6-(4-(trifluoromethyl)-1H-pyrazol-1-yl)pyridin-3-yl)-4,5-dihydrobenzo[b]thieno[2,3-d]oxepine-9-carboxylic acid COC(=O)C1=NC(=CC=C1C=1C(=CC2=C(OCCC3=C2SC=C3)C1)C(=O)O)N1N=CC(=C1)C(F)(F)F